tert-butyl N-[1-[2-[4-[(3R,5R)-5-[(6-bromo-5-oxo-thiazolo[3,2-a]pyrimidin-7-yl)amino]-1-methyl-3-piperidyl]phenoxy]ethyl]-4-piperidyl]-N-methyl-carbamate BrC1=C(N=C2N(C1=O)C=CS2)N[C@@H]2C[C@@H](CN(C2)C)C2=CC=C(OCCN1CCC(CC1)N(C(OC(C)(C)C)=O)C)C=C2